C(O)N(C(C=C)=O)CO N,N-dimethylolacrylamide